BrC1(C(N(C2=CC=C(C=C12)C#N)C1=CC=C(C=C1)S(=O)(=O)C)=O)Br 3,3-dibromo-1-(4-(methylsulfonyl)phenyl)-2-oxoindoline-5-carbonitrile